Diethyl 4,6-dibromoisophthalate BrC1=C(C=C(C(=O)OCC)C(=C1)Br)C(=O)OCC